C(CCCCC)C1C(C1)CCCCCCCCCC(=O)O 10-(2-hexylcyclopropyl)decanoic acid